2-((4-(2,7-Diazaspiro[3.5]non-2-yl)pyrimidin-5-yl)oxy)-5-fluoro-N-((1s,3s)-3-fluorocyclobutyl)-N-isopropylbenzamide hydrochloride Cl.C1N(CC12CCNCC2)C2=NC=NC=C2OC2=C(C(=O)N(C(C)C)C1CC(C1)F)C=C(C=C2)F